(1R,4R)-4-((2-(2,6-dioxopiperidin-3-yl)-1-oxoisoindolin-4-yl)(pentyl)amino)-N-methylcyclohexane-1-carboxamide O=C1NC(CCC1N1C(C2=CC=CC(=C2C1)N(C1CCC(CC1)C(=O)NC)CCCCC)=O)=O